bromo-lysergic acid diethylamide C(C)N(C(=O)[C@]1(CN(C)[C@@H]2CC3=CNC4=CC=CC(C2=C1)=C34)Br)CC